(R,Z)-6-bromo-2-cyclopropyl-1-methyl-N-(1-(2-methyl-3-(trifluoromethyl)-phenyl)ethyl)pyrido[3,4-d]pyrimidin-4(1H)-imine BrC1=CC/2=C(N(C(=N\C2=N/[C@H](C)C2=C(C(=CC=C2)C(F)(F)F)C)C2CC2)C)C=N1